1-(cyclopropylamino)-4-(2-fluoropyridin-3-yl)-6-(trifluoromethyl)-3H-pyrido[1,2-c]pyrimidin-3-one C1(CC1)NC1=NC(C(=C2N1C=CC(=C2)C(F)(F)F)C=2C(=NC=CC2)F)=O